OCCCCCCCCCCCCCCCC(=O)OC methyl 16-hydroxy-hexadecanoate